3-(6-oxo-1'-((4-phenylcyclohexyl)methyl)-6,8-dihydro-2H,7H-spiro[furo[2,3-e]isoindole-3,4'-piperidin]-7-yl)piperidine-2,6-dione O=C1N(CC2=C3C(=CC=C12)C1(CCN(CC1)CC1CCC(CC1)C1=CC=CC=C1)CO3)C3C(NC(CC3)=O)=O